(R)-1-(((3-butyl-3-ethyl-5-(4-fluorophenyl)-7-(methylthio)-1,1-dioxido-2,3,4,5-tetrahydro-1,5-benzothiazepin-8-yl)oxy)methyl)cyclopropane-1-carboxylic acid C(CCC)[C@]1(CS(C2=C(N(C1)C1=CC=C(C=C1)F)C=C(C(=C2)OCC2(CC2)C(=O)O)SC)(=O)=O)CC